C(C)OC(=O)C=1C=C(C=CC1)NC(=O)C1=C(C=CS1)C 5-{[3-(ethoxycarbonyl)phenyl]carbamoyl}-4-methylthiophene